N-(6-(1-cyclopropylpiperidine-4-carbonyl)pyridin-2-yl)-2,4-difluorobenzamide C1(CC1)N1CCC(CC1)C(=O)C1=CC=CC(=N1)NC(C1=C(C=C(C=C1)F)F)=O